C(C)(=O)N1CCC(CC1)NC(=O)C=1C=NC2=CC=C(C=C2C1NC(C)C)C=1C=NNC1 N-(1-acetylpiperidin-4-yl)-4-(isopropylamino)-6-(1H-pyrazol-4-yl)quinoline-3-carboxamide